N1C=NC2=C1C=CC(=C2)C(=CC2=NC=1C=C(C=CC1C=1N2CCN1)N1CCN(CC1)C)O 1-(1H-benzimidazol-5-yl)-2-[8-(4-methylpiperazin-1-yl)-2,3-dihydroimidazo[1,2-c]quinazolin-5-yl]vinyl alcohol